[Cl-].[Cl-].C1(=CC=CC=C1)[SiH](C1=CC=CC=C1)[Hf+2](C1(C=CC=C1)CCC)C1(C=CC=C1)CCC diphenylsilyl-bis(n-propylcyclopentadienyl)hafnium dichloride